3-methyl-5-(N-(4-(4-(tert-butoxycarbonyl)piperazin-1-yl)benzyl)-N-phenethylsulfamoyl)benzofuran-2-carboxylic acid CC1=C(OC2=C1C=C(C=C2)S(N(CCC2=CC=CC=C2)CC2=CC=C(C=C2)N2CCN(CC2)C(=O)OC(C)(C)C)(=O)=O)C(=O)O